(S)-3,4-dichloro-2-(3-(4-methoxyphenyl)-6,7-dihydro-5H-pyrrolo[2,1-c][1,2,4]triazol-6-yl)phenol ClC=1C(=C(C=CC1Cl)O)[C@@H]1CC2=NN=C(N2C1)C1=CC=C(C=C1)OC